O=C1NC(CCC1N1C(C2=CC=C(C=C2C1)OCC=1N=NN(C1)CCC(=O)NC1=CC2=CC(=C(C(=C2C=C1)F)N1S(NC(C1)=O)(=O)=O)O)=O)=O 3-[4-[[2-(2,6-dioxo-3-piperidyl)-1-oxo-isoindolin-5-yl]oxymethyl]triazol-1-yl]-N-[5-fluoro-7-hydroxy-6-(1,1,4-trioxo-1,2,5-thiadiazolidin-2-yl)-2-naphthyl]propanamide